2-(1-(difluoromethyl)-1H-pyrazol-3-yl)propan-2-amine FC(N1N=C(C=C1)C(C)(C)N)F